ClC1=C(OC(C(=O)OC2=CC=C(C=C2)\C=C\C(=O)C2=CC(=CC=C2)Br)C)C=CC(=C1)Cl 4-(2-(2,4-dichlorophenoxy)propionyloxy)-3'-bromochalcone